5-(1-methyl-1H-benzo[d][1,2,3]triazol-6-yl)-N-(3,3,3-trifluoropropyl)-7H-pyrrolo[2,3-d]pyrimidin-2-amine CN1N=NC2=C1C=C(C=C2)C2=CNC=1N=C(N=CC12)NCCC(F)(F)F